(S)-2,10-dihydroxy-5'H-spiro[dibenzo[a,i]xanthene-14,2'-furan]-5'-one OC=1C=CC=2C(=C3C(=CC2)OC2=CC4=C(C=C2[C@]32OC(C=C2)=O)C=CC(=C4)O)C1